FC1=C(C=C(C(=C1)I)F)I 1,4-difluoro-2,5-diiodobenzene